C1(=CC=CC=C1)[Pt-4](C1=CC=CC=C1)(C1=CC=CC=C1)C1=CC=CC=C1 tetraphenylplatinum (0)